2-(4-methoxybenzo[d][1,3]dioxol-2-yl)-1-(2-nitrophenyl)ethan-1-one COC1=CC=CC=2OC(OC21)CC(=O)C2=C(C=CC=C2)[N+](=O)[O-]